C1(CC1)C=1C(=C(C=CC1)SC=1C(=CC(=NC1)C)C1=NOCC(N1)CC1=C(C=C(C=C1)C)C)F 3-{5-[(3-cyclopropyl-2-fluorophenyl)sulfanyl]-2-methylpyridin-4-yl}-5-(2,4-dimethylbenzyl)-5,6-dihydro-4H-1,2,4-oxadiazine